5-(6-bromo-4-methyl-benzimidazol-1-yl)pyridin-2-amine BrC=1C=C(C2=C(N(C=N2)C=2C=CC(=NC2)N)C1)C